N-(3-Chloro-5-(2-(3-(2,2-difluoroethoxy)-5-(trifluoromethoxy)phenyl)propan-2-yl)phenyl)-5-(2-(methylsulfonyl)propan-2-yl)benzo[b]thiophen-2-carboxamid ClC=1C=C(C=C(C1)C(C)(C)C1=CC(=CC(=C1)OC(F)(F)F)OCC(F)F)NC(=O)C1=CC2=C(S1)C=CC(=C2)C(C)(C)S(=O)(=O)C